C(C)(=O)N[C@@H]1[C@H](CC(C(=O)O)(OC)O[C@H]1[C@H](O)[C@H](O)CO)NC(=N)N methyl 5-acetamido-3,4,5-trideoxy-4-guanidinyl-d-glycero-d-galacto-2-nonulopyranosidonic acid